O=C1N(CC2=CC(=CC=C12)N1CCNCC1)[C@@H]1C(NC(CC1)=O)=O (S)-3-(1-oxo-5-piperazin-1-yl-isoindolin-2-yl)piperidine-2,6-dione